COC(C(OC)OC1=NN(C(=C1Cl)C=1C=NC=C(C1)F)C1=C(C(=CC=C1)Cl)F)=O Methyl-{[4-chloro-1-(3-chloro-2-fluorophenyl)-5-(5-fluoropyridin-3-yl)-1H-pyrazol-3-yl]oxy}-(methoxy)acetat